stearylamino ether lactate C(C(O)C)(=O)O.C(CCCCCCCCCCCCCCCCC)ON